2-Chloro-5-isopropyl-7-((5-((tetrahydro-2H-pyran-4-yl)amino)-1,3,4-oxadiazol-2-yl)methyl)thieno[2',3':4,5]pyrrolo[1,2-d][1,2,4]triazin-8(7H)-one ClC1=CC2=C(C=C3N2C(=NN(C3=O)CC=3OC(=NN3)NC3CCOCC3)C(C)C)S1